4-methyl-2-(2-nitro-4-chloro-phenylazo)-phenol CC1=CC(=C(C=C1)O)N=NC1=C(C=C(C=C1)Cl)[N+](=O)[O-]